2,5-dibromo-1,4-diiodo-benzene BrC1=C(C=C(C(=C1)I)Br)I